2-(2-((3R)-3-((1aR,3aR,3bS,5aR,6R,8aS,8bS,10aR)-10-methoxy-3a,5a-dimethylhexadecahydrocyclopenta[a]cyclopropa[2,3]cyclopenta[1,2-f]naphthalen-6-yl)butyl)pyridin-3-yl)propan-2-ol COC1[C@@]23[C@@]([C@H]4CC[C@]5([C@H]([C@@H]4C1)CC[C@@H]5[C@@H](CCC5=NC=CC=C5C(C)(C)O)C)C)(CC[C@@H]2C3)C